C1(=CC=CC=C1)S(=O)(=O)N1C=CC2=CC=C(C=C12)C 1-(benzenesulfonyl)-6-methyl-indole